COC(=O)[C@@H]1[C@H]2CN([C@@H]([C@@H]12)C)S(=O)(=O)C1=CC=C(C)C=C1 |&1:8| (+/-)-(1R,5S,6R)-2-methyl-3-(p-toluenesulfonyl)-3-azabicyclo[3.1.0]hexane-6-carboxylic acid methyl ester